C(C)(C)(C)C=1C(=NC(=NC1C1=C(C=CC=C1)C)NS(=O)(=O)C=1C=NN(C1)C)OC1=C(C=CC=C1)C(C)C N-[5-tert-butyl-4-(2-isopropylphenoxy)-6-(o-tolyl)pyrimidin-2-yl]-1-methyl-pyrazole-4-sulfonamide